C(C(C)C)OP(=S)(OCC(C)C)SCC(C(=O)O)C 3-(di-isobutoxy-thiophosphorylsulfanyl)-2-methyl-propionic acid